N-(6-amino-5-methyl-3-pyridyl)-2-[(2R,5S)-5-methyl-2-(2-methyl-4-pyridyl)-1-piperidyl]-2-oxo-acetamide NC1=C(C=C(C=N1)NC(C(=O)N1[C@H](CC[C@@H](C1)C)C1=CC(=NC=C1)C)=O)C